4-(4-acryloyl-2-methylpiperazin-1-yl)-7-(2,6-difluorophenyl)-1-(4-methyl-2-isopropyl-pyridin-3-yl)-8-methylpyrido[4,3-d]pyrimidin-2(1H)-one C(C=C)(=O)N1CC(N(CC1)C=1C2=C(N(C(N1)=O)C=1C(=NC=CC1C)C(C)C)C(=C(N=C2)C2=C(C=CC=C2F)F)C)C